N-methyl-N-[2-(4-methyl-piperazin-1-yl)-ethyl]-benzene-1,4-diamine CN(C1=CC=C(C=C1)N)CCN1CCN(CC1)C